(1s,3s)-N-(5-(tert-butyl)-4-methylthiazol-2-yl)-1-hydroxy-3-((7-(5-methyl-1,2,4-oxadiazol-3-yl)isoquinolin-1-yl)amino)cyclobutane-1-carboxamide C(C)(C)(C)C1=C(N=C(S1)NC(=O)C1(CC(C1)NC1=NC=CC2=CC=C(C=C12)C1=NOC(=N1)C)O)C